COC(NC1=NC=C(C=C1)C=1C=NN2C1C=C(C=C2)C(N(C)C2=NC=CC(=C2)OC)=O)=O.FC2=CC=C(C=C2)C(C)C=2C(=NC=C(C(=O)N)C2)NCCN2CCCC2 5-(1-(4-fluorophenyl)ethyl)-6-((2-(pyrrolidin-1-yl)ethyl)amino)nicotinamide methyl-N-[5-[5-[(4-methoxy-2-pyridyl)-methyl-carbamoyl]pyrazolo[1,5-a]pyridin-3-yl]-2-pyridyl]carbamate